[6-[[3-(difluoromethyl)-1H-pyrazol-5-yl]methyl]-2-azaspiro[3.3]heptan-2-yl]-[6-[3-(difluoromethyl)-1,2,4-triazol-1-yl]-2-azaspiro[3.3]heptan-2-yl]methanone FC(C1=NNC(=C1)CC1CC2(CN(C2)C(=O)N2CC3(C2)CC(C3)N3N=C(N=C3)C(F)F)C1)F